NC1(CCCC1)C1=NC=C(C=N1)C1=CC2=C(N=C3N2[C@H]2C4=C(C(N([C@@H]3C2)C([2H])([2H])[2H])=O)C=CC=C4C#CC)C=C1 (7R,14R)-11-(2-(1-aminocyclopentyl)pyrimidin-5-yl)-6-(methyl-d3)-1-(prop-1-yn-1-yl)-6,7-dihydro-7,14-methanobenzo[f]benzo[4,5]imidazo[1,2-a][1,4]diazocin-5(14H)-one